OC[C@H](C1=CC=CC=C1)NC1=NC(=NC=C1C=1OC=NN1)NC=1C=C2C(C(N(C(C2=CC1)=O)C)C)=C 6-((4-(((S)-2-hydroxy-1-phenylethyl)amino)-5-(1,3,4-oxadiazol-2-yl)pyrimidin-2-yl)amino)-2,3-dimethyl-4-methylene-3,4-dihydroisoquinolin-1(2H)-one